(R)-N-((S)-1-deutero-1-(3-chloro-5-fluoro-2-(hydroxymethyl)phenyl)ethyl)-2-fluoropropionamide [2H][C@](C)(C1=C(C(=CC(=C1)F)Cl)CO)NC([C@@H](C)F)=O